CN(C(=O)NC1=NC(=CC(=C1)C(F)(F)F)C)C1CC2(CN(C2)C(=O)C2=C3N(N=C2)C=CN3C)C1 1-methyl-1-(2-(1-methyl-1H-imidazo[1,2-b]pyrazole-7-carbonyl)-2-azaspiro[3.3]heptan-6-yl)-3-(6-methyl-4-(trifluoromethyl)pyridin-2-yl)urea